N1(CCCC1)C1=CC=C(C=C1)C1=CC(C(=CO1)C(=O)OCC)=O ethyl 6-(4-(pyrrolidin-1-yl) phenyl)-4-oxo-4H-pyran-3-carboxylate